N1(C=NC=C1)C1=CC=CC(=N1)C(=O)NC1CCC(CC1)OCCOC 6-(1H-imidazol-1-yl)-N-((1r,4r)-4-(2-methoxyethoxy)cyclohexyl)picolinamide